11-carbonyl-octadeca-(7E,9E)-dienoic acid C(=O)=C(/C=C/C=C/CCCCCC(=O)O)CCCCCCC